1-(1-methoxypropan-2-yl)-1H-pyrrole COCC(C)N1C=CC=C1